The molecule is an organic anion that is the major structure of apiin at pH 7.3. It is a conjugate base of an apiin. C1[C@@]([C@H]([C@@H](O1)O[C@@H]2[C@H]([C@@H]([C@H](O[C@H]2OC3=CC(=C4C(=C3)OC(=CC4=O)C5=CC=C(C=C5)O)[O-])CO)O)O)O)(CO)O